1,8-diazaoctane NCCCCCCN